NC1=CC=C(C(=O)NC=2C=C(C=CC2O)C2(C3=CC=CC=C3C=3C=CC=CC23)C2=CC(=C(C=C2)O)NC(C2=CC=C(C=C2)N)=O)C=C1 9,9-bis[3-(4-aminobenzamido)-4-hydroxyphenyl]fluorene